3-[2-(dimethylamino)ethylidene]-4-methyl-1-[4-({3-methyl-4-[(1-methyl-1,3-benzodiazol-5-yl)oxy]phenyl}amino)pyrido[3,4-d]pyrimidin-6-yl]pyrrolidin-2-one CN(CC=C1C(N(CC1C)C1=CC2=C(N=CN=C2NC2=CC(=C(C=C2)OC2=CC3=C(N(C=N3)C)C=C2)C)C=N1)=O)C